gold-germanium-nickel-gold [Au].[Ni].[Ge].[Au]